N-((2-(6-(4,4-dimethyl-2-oxoimidazolidin-1-yl)pyridin-2-yl)-1,6-naphthyridin-7-yl)methyl)-6-methyl-5-(methylsulfonyl)nicotinamide CC1(NC(N(C1)C1=CC=CC(=N1)C1=NC2=CC(=NC=C2C=C1)CNC(C1=CN=C(C(=C1)S(=O)(=O)C)C)=O)=O)C